BrC1=NC=CC(=N1)NC1=C(C=C(C=C1)C1CC1)P(=O)(C)C bromo-4-((4-cyclopropyl-2-(dimethylphosphinoyl)phenyl)amino)pyrimidin